2-(2-(2-isopropylphenyl)-4-methylpiperazin-1-yl)-7-azaspiro[3.5]nonane C(C)(C)C1=C(C=CC=C1)C1N(CCN(C1)C)C1CC2(C1)CCNCC2